O=C1NC(CCC1N1C(C2=CC=CC(=C2C1=O)NCCCCC1=C(C(=O)N)C=CC=C1)=O)=O (4-((2-(2,6-dioxopiperidin-3-yl)-1,3-dioxoisoindolin-4-yl)amino)butyl)benzamide